C1(=CCCCC1)C=1C=NN(C1)C1=C2C(=NC=C1)NC=C2 4-(4-cyclohex-1-en-1-yl-1H-pyrazol-1-yl)-1H-pyrrolo[2,3-b]pyridine